BrC1=NC(=CC=C1)C#N 2-Bromopyridine-6-carbonitrile